CN[C@@H](C[SeH])C(=O)O methyl-seleno-cysteine